3-[3-[2-(azaniumylamino)-2-oxoethyl]pyridin-1-ium-1-yl]propyltrimethyl-ammonium tristrifluoroacetate FC(C(=O)[O-])(F)F.FC(C(=O)[O-])(F)F.FC(C(=O)[O-])(F)F.[NH3+]NC(CC=1C=[N+](C=CC1)CCC[N+](C)(C)C)=O